(3-chloro-7-((2S,5R)-2,5-dimethyl-4-((R)-1-(quinoxalin-6-yl)ethyl)piperazin-1-yl)-4-methyl-5-oxo-4,5-dihydro-2H-pyrazolo[4,3-D]pyrimidin-2-yl)acetonitrile ClC=1N(N=C2C1N(C(N=C2N2[C@H](CN([C@@H](C2)C)[C@H](C)C=2C=C1N=CC=NC1=CC2)C)=O)C)CC#N